N-(2-methanesulfonylpyridin-3-yl)-4H,5H,6H-pyrrolo[1,2-b]pyrazole-2-carboxamide CS(=O)(=O)C1=NC=CC=C1NC(=O)C=1C=C2N(N1)CCC2